CS(=O)(=O)C=1C=C(C(=O)OC)C=CC1C(F)(F)F methyl 3-(methylsulfonyl)-4-(trifluoromethyl)benzoate